C1(CC1)C(=O)C1CNCC1 cyclopropyl(pyrrolidin-3-yl)methanone